ethyl-3-hexylimidazole C(C)C1=NC=CN1CCCCCC